C1(=CC=CC=C1)C=1C=C2C=C(N=CC2=CC1)CC(=O)O 2-(6-phenylisoquinolin-3-yl)acetic acid